C(CCCC)C=1OC=CC1 C2-Amyl-furan